C(C)(=O)OC\C=C(\C(=O)NCCCCNC(C1=CC=C(C=C1)OC)=O)/C (E)-4-((4-(4-methoxybenzamido)butyl)amino)-3-methyl-4-oxobut-2-en-1-yl acetate